Dicyclopentyl-(3-pentafluoroethoxyphenyl)phosphine C1(CCCC1)P(C1=CC(=CC=C1)OC(C(F)(F)F)(F)F)C1CCCC1